(Isocyanatomethyl)bicyclo-[2.2.1]-heptane N(=C=O)CC12CCC(CC1)C2